C1(CCCC1)OC(=O)CC1C2C=CC(C1)C2=O 5-cyclopentyloxycarbonylmethyl-7-oxo-bicyclo[2.2.1]Hept-2-ene